6-chloro-N4-(4-fluoro-5-(2-morpholinopyrimidin-4-yl)-2-((3S,5R)-3,4,5-trimethylpiperazin-1-yl)phenyl)pyrimidine-4,5-diamine ClC1=C(C(=NC=N1)NC1=C(C=C(C(=C1)C1=NC(=NC=C1)N1CCOCC1)F)N1C[C@@H](N([C@@H](C1)C)C)C)N